9-(4-bromo-2-ethyl-6-methyl-phenyl)-8,10-dioxo-3-azaspiro[5.5]undecane-3-carboxylic acid tert-butyl ester C(C)(C)(C)OC(=O)N1CCC2(CC1)CC(C(C(C2)=O)C2=C(C=C(C=C2C)Br)CC)=O